C(C=C)(=O)N1[C@@H](C[C@H](CC1)N1C=NC=2C(=NC=3C(=C(C(=CC3C21)Cl)C2=C(C=CC=C2)C(F)(F)F)F)N2CC(C2)N(C)C)CC#N ((2S,4S)-1-acryloyl-4-(8-chloro-4-(3-(dimethylamino)azetidin-1-yl)-6-fluoro-7-(2-(trifluoromethyl)phenyl)-1H-imidazo[4,5-c]quinolin-1-yl)piperidin-2-yl)acetonitrile